ClC=1C(=C(C=CC1F)NC1=NC=NC2=CC(=CC(=C12)O[C@@H](C)C1=NC=CC=N1)C=1C=NN(C1)C(F)F)F (S)-N-(3-chloro-2,4-difluorophenyl)-7-(1-(difluoromethyl)-1H-pyrazol-4-yl)-5-(1-(pyrimidin-2-yl)ethoxy)quinazolin-4-amine